tert-butyl 2-(tributylstannyl)acrylate C(CCC)[Sn](C(C(=O)OC(C)(C)C)=C)(CCCC)CCCC